tert-butyl ((7-(2-oxooxazolidin-5-yl)-4-(4-(trifluoromethoxy)phenyl)benzo[d]oxazol-6-yl)methyl)carbamate O=C1OC(CN1)C1=C(C=C(C=2N=COC21)C2=CC=C(C=C2)OC(F)(F)F)CNC(OC(C)(C)C)=O